(4-Methoxy-3-hydroxyphenyl)(3,5-dimethyl-2-hydroxyphenyl)methanone COC1=C(C=C(C=C1)C(=O)C1=C(C(=CC(=C1)C)C)O)O